3-tert-butylamino-3-(trimethylsiloxy)-1,1,1,5,5,5-hexamethyltrisiloxane C(C)(C)(C)N[Si](O[Si](C)(C)C)(O[Si](C)(C)C)O[Si](C)(C)C